FC=1C=CC=C2C(=CN(C12)C=1SC=C(N1)C(=O)O)CC1=CC=C(C=C1)S(N)(=O)=O 2-(7-fluoro-3-(4-sulfamoylbenzyl)-1H-indol-1-yl)thiazole-4-carboxylic acid